rel-4-((2S,3R,5R)-3-(3,4-difluoro-2-methoxyphenyl)-5-(methoxymethyl)-5-methyltetrahydrofuran-2-carboxamido)picolinamide FC=1C(=C(C=CC1F)[C@@H]1[C@H](O[C@@](C1)(C)COC)C(=O)NC1=CC(=NC=C1)C(=O)N)OC |o1:8,9,11|